O1CC(C1)N1CCC(CC1)C=1N=NNC1C(=O)OCC ethyl 4-(1-(oxetan-3-yl)piperidin-4-yl)-1H-1,2,3-triazole-5-carboxylate